(4S)-3-{2-[(3,4-dimethyl-1,2-thiazol-5-yl)amino]quinazolin-7-yl}-4-methyl-1,3-oxazolidin-2-one CC1=NSC(=C1C)NC1=NC2=CC(=CC=C2C=N1)N1C(OC[C@@H]1C)=O